4-amino-N,1-dimethyl-N-((5S)-2-(trifluoromethyl)-6,7-dihydro-5H-cyclopenta[b]pyridin-5-yl)-1H-pyrazolo[4,3-c]quinoline-8-carboxamide NC1=NC=2C=CC(=CC2C2=C1C=NN2C)C(=O)N([C@H]2CCC1=NC(=CC=C12)C(F)(F)F)C